C(C)(C)(C)OC(=O)N[C@@H](C)C(=O)NC=1C(=NC=CC1)NC1=NC=C(C(=O)OC)C=C1 methyl 6-[(3-{[N-(tert-butoxycarbonyl)alanyl]amino}pyridin-2-yl)amino]nicotinate